7-bromo-1-methyl-4,5-dihydro-[1,2,4]triazolo[4,3-a]quinolin-9-amine BrC=1C=C2CCC=3N(C2=C(C1)N)C(=NN3)C